ClC1=C(C=C(C=C1)C1CN(C1)C(=O)OC(C)(C)C)NC1=NC=C(C(=N1)Cl)C(F)(F)F tert-butyl 3-(4-chloro-3-((4-chloro-5-(trifluoromethyl)pyrimidin-2-yl)amino) phenyl)azetidine-1-carboxylate